[3,5-di-tertiary butyl-4-hydroxybenzyl]benzene C(C)(C)(C)C=1C=C(CC2=CC=CC=C2)C=C(C1O)C(C)(C)C